(R)-(4-(7-fluoroquinolin-4-yl)piperazin-1-yl)(1-((1-methyl-1H-imidazol-2-yl)sulfonyl)pyrrolidin-3-yl)methanone FC1=CC=C2C(=CC=NC2=C1)N1CCN(CC1)C(=O)[C@H]1CN(CC1)S(=O)(=O)C=1N(C=CN1)C